ClC1=CC=C(C=C1)N1C(C2=CC(=CC=C2[C@H]1OCCC(C)(C)O)C(C)(C)O)=O (R)-2-(4-chlorophenyl)-3-(3-hydroxy-3-methylbutoxy)-6-(2-hydroxyprop-2-yl)isoindolin-1-one